6-[1-(2-methoxyethyl)-6-oxo-1,6-dihydropyridin-3-yl]-5-(1,3-Oxazol-2-yl)pyrazine-2-carboxamide COCCN1C=C(C=CC1=O)C1=C(N=CC(=N1)C(=O)N)C=1OC=CN1